C(N)(=O)C=1SC(=C(N1)C(NC1=C(C(=C(C(=C1F)F)C1=CC(=CC=C1)OC([2H])([2H])[2H])F)F)=O)C(=O)OC(C)(C)C tert-Butyl 2-carbamoyl-4-((2,3,5,6-tetrafluoro-3'-(methoxy-d3)-[1,1'-biphenyl]-4-yl)carbamoyl)thiazole-5-carboxylate